(R)-N-(8,9-difluoro-6-oxo-1,4,5,6-tetrahydro-2H-pyrano[3,4-c]isoquinolin-1-yl)-6-fluoro-4-(hydroxymethyl)-N-methyl-1H-indole-2-carboxamide FC=1C(=CC=2C3=C(NC(C2C1)=O)COC[C@@H]3N(C(=O)C=3NC1=CC(=CC(=C1C3)CO)F)C)F